4-(5-fluorospiro[3H-benzofuran-2,4'-piperidin]-1'-yl)-1,6-dimethyl-2-oxo-1,5-naphthyridine-3-carbonitrile FC=1C=CC2=C(CC3(CCN(CC3)C3=C(C(N(C4=CC=C(N=C34)C)C)=O)C#N)O2)C1